N1=C2N(C=C1)C(CC2)=O 6,7-dihydro-5H-pyrrolo[1,2-a]imidazol-5-one